ClC=1C(=CC(=C(C(=O)NC2=CC(=C(C=C2)F)SC)C1)F)C(F)(F)F 5-chloro-2-fluoro-N-(4-fluoro-3-(methylthio)phenyl)-4-(Trifluoromethyl)benzamide